Dimethyl 2-acetamidoterephthalate C(C)(=O)NC1=C(C(=O)OC)C=CC(=C1)C(=O)OC